(2S)-3-(4-cyanophenyl)-2-[9H-fluoren-9-yl-methoxycarbonyl-(methyl)amino]propanoic acid C(#N)C1=CC=C(C=C1)C[C@@H](C(=O)O)N(C)C(=O)OCC1C2=CC=CC=C2C=2C=CC=CC12